(S)-4-(5-(3-((4-bromo-2-((S)-3-carboxybutanoyl)-6-methoxybenzo[b]thiophen-5-yl)oxy)propoxy)-6-methoxyisoindolin-2-yl)-2-methyl-4-oxobutanoic acid BrC1=C(C(=CC=2SC(=CC21)C(C[C@H](C)C(=O)O)=O)OC)OCCCOC=2C=C1CN(CC1=CC2OC)C(C[C@@H](C(=O)O)C)=O